ClC1=C(C=C(C(=C1)Cl)C(F)(F)F)NC(=O)N[C@@H](C)C=1N(N=CN1)C1=NC=CC=N1 1-[2,4-dichloro-5-(trifluoromethyl)phenyl]-3-[(1S)-1-(2-pyrimidin-2-yl-1,2,4-triazol-3-yl)ethyl]urea